NCCCCCCNC(=O)C1=C(C=C(C=C1)NC(=O)C=1N(C(=CN1)C1=C(C(=C(C=C1)OC)F)F)C)Cl N-[4-(6-aminohexylcarbamoyl)-3-chloro-phenyl]-5-(2,3-difluoro-4-methoxy-phenyl)-1-methylimidazole-2-carboxamide